COC(C1=C(C(=C(C=C1F)Br)OC)F)=O.C1(CCCCC1)COC1=CC(=NC=C1)C1(CCCC1)C(=O)N 1-[4-(cyclohexylmethoxy)-2-pyridinyl]cyclopentanecarboxamide Methyl-4-bromo-2,6-difluoro-3-methoxybenzoate